2H-1,5,2-dithiazine S1NC=CSC1